N,N'-bis(3-amino-n-propyl)-piperazine NCCCN1CCN(CC1)CCCN